Cl.C(C)(C)OC(=O)N1C(C(CCC1)NS(N(C)C)(=O)=O)COC1CCNCC1 3-((dimethylsulfamoyl)amino)-2-((piperidin-4-yloxy)methyl)piperidine-1-carboxylic acid isopropyl ester hydrochloride